FERROUS CHLORIDE TETRAHYDRATE O.O.O.O.[Fe](Cl)Cl